S1SC=C1 dithiet